3-octanoylthio-1-propylethoxysilane C(CCCCCCC)(=O)SCCCC(C)O[SiH3]